N-[(6-Amino-2-pyridyl)sulfonyl]-2-(2,3-dimethylpyrrolidin-1-yl)-6-(3-fluoro-5-isobutoxyphenyl)pyridin-3-carboxamid NC1=CC=CC(=N1)S(=O)(=O)NC(=O)C=1C(=NC(=CC1)C1=CC(=CC(=C1)OCC(C)C)F)N1C(C(CC1)C)C